C[C@@H]1O[C@@]2(C(C1=O)C(=O)OCC)CCN(CCC2)C(=O)OC(C)(C)C 8-(tert-butyl) 4-ethyl (2S,5R)-2-methyl-3-oxo-1-oxa-8-azaspiro[4.6]undecane-4,8-dicarboxylate